ClC1=C(C=CC=C1)CC(=O)NC=1C=C(N=NC1)N(C(C)=O)C1=CC(=C(C=C1)F)F N-{5-[2-(2-chlorophenyl)acetamido]pyridazin-3-yl}-N-(3,4-difluorophenyl)acetamide